BrC=1C=C2N(N=CC(=C2Cl)C(N)=NC2=C(C=C(C(=C2)F)O[Si](C)(C)C(C)(C)C)Cl)C1 6-bromo-N'-(4-((tert-butyldimethylsilyl)oxy)-2-chloro-5-fluorophenyl)-4-chloropyrrolo[1,2-b]pyridazine-3-carboximidamide